C(C#C)OC1=CC=C(C=C1)\C=C\C(=O)C1=CC=CC=C1 4-(prop-2-yn-1-yloxy)chalcone